ethyl 4,4-diethoxy-3-oxo-butyrate C(C)OC(C(CC(=O)OCC)=O)OCC